OC[C@H](C)N1C(=NC=CC1C1=CC=C(C=C1)OC(F)(F)F)C=1C=NC(=NC1)C N-[(2S)-1-Hydroxypropan-2-yl]-2'-methyl-6-[4-(trifluoromethoxy)phenyl][2,5'-bipyrimidin]